2-amino-3-chloro-6,7-dimethyl-1,4-naphthoquinone NC=1C(C2=CC(=C(C=C2C(C1Cl)=O)C)C)=O